OC[C@H](CN1C(=CC2=CC=CC=C12)C1=NC2=C(N1C)C(=CC(=C2)C(=O)N2C[C@@H](CCC2)NC(OC(C)(C)C)=O)OC)C tert-Butyl ((R)-1-(2-(1-((S)-3-hydroxy-2-methylpropyl)-1H-indol-2-yl)-7-methoxy-1-methyl-1H-benzo[d]imidazole-5-carbonyl)piperidin-3-yl)carbamate